(S)-5-(2,2-difluoro-7-((5-methoxy-7-methyl-1H-indol-4-yl)methyl)-7-azaspiro[3.5]nonan-6-yl)-3-fluoropicolinic acid FC1(CC2(C1)C[C@H](N(CC2)CC2=C1C=CNC1=C(C=C2OC)C)C=2C=C(C(=NC2)C(=O)O)F)F